P(=O)(O)(O)C(P(=O)(O)O)(P(=O)(O)O)N TriphosphonoMethyl-amine